sodium ortho-periodate I(=O)([O-])([O-])([O-])([O-])[O-].[Na+].[Na+].[Na+].[Na+].[Na+]